[Hf].[Zr].[Sc] scandium-zirconium-hafnium